3-(3-(difluoromethyl)bicyclo[1.1.1]pentan-1-yl)-6-methoxy-1-methylquinoxalin-2(1H)-one FC(C12CC(C1)(C2)C=2C(N(C1=CC=C(C=C1N2)OC)C)=O)F